N-(5-(7-methoxy-1-oxo-6-phenyl-3,4-dihydroisoquinolin-2(1H)-yl)-2-((2-methoxyethoxy)methoxy)phenyl)methanesulfonamide COC1=C(C=C2CCN(C(C2=C1)=O)C=1C=CC(=C(C1)NS(=O)(=O)C)OCOCCOC)C1=CC=CC=C1